2-((2-(((tert-Butoxycarbonyl)(2-(6-methoxy-3-nitropyridin-2-yl)ethyl)amino)-methyl)-4-chlorophenyl)amino)-5-fluoro-4-(trifluoromethyl)benzoic acid hydrochloride Cl.C(C)(C)(C)OC(=O)N(CCC1=NC(=CC=C1[N+](=O)[O-])OC)CC1=C(C=CC(=C1)Cl)NC1=C(C(=O)O)C=C(C(=C1)C(F)(F)F)F